tert-butyl (1S,2S,5R)-2-((R)-1-((7-chloro-8-fluoro-4-hydroxy-2-(methylthio)pyrido[4,3-d]pyrimidin-5-yl)oxy)-2-(methoxymethoxy)ethyl)-3,8-diazabicyclo[3.2.1]octane-8-carboxylate ClC1=C(C=2N=C(N=C(C2C(=N1)O[C@@H](COCOC)[C@@H]1[C@@H]2CC[C@H](CN1)N2C(=O)OC(C)(C)C)O)SC)F